(6S)-3-[(3-chloro-2-methoxyphenyl)amino]-2-{2-methoxypyrido[3,2-d]pyrimidin-8-yl}-6-(trifluoromethyl)-1H,5H,6H,7H-pyrrolo[3,2-c]pyridin-4-one ClC=1C(=C(C=CC1)NC1=C(NC2=C1C(N[C@@H](C2)C(F)(F)F)=O)C2=CC=NC1=C2N=C(N=C1)OC)OC